5-(2-methylbenzoyl)-3-(1-propyl-1,2,3,6-tetrahydropyridin-4-yl)-1H-indole CC1=C(C(=O)C=2C=C3C(=CNC3=CC2)C=2CCN(CC2)CCC)C=CC=C1